6-((2-((3R,4S)-3-Amino-4-fluoropiperidin-1-yl)-5,7-difluoro-1H-benzo[d]imidazol-1-yl)methyl)nicotinonitril N[C@@H]1CN(CC[C@@H]1F)C1=NC2=C(N1CC1=NC=C(C#N)C=C1)C(=CC(=C2)F)F